2-dicyclohexylphosphino-2,6'-di-methoxybiphenyl C1(CCCCC1)P(C1(C(=CC=CC1)C1=CC=CC=C1OC)OC)C1CCCCC1